C(C)(C)(C)N1N=C(C(=C1C)O)C1=CC=C(C=C1)OCCCC 1-(tert-Butyl)-3-(4-Butoxyphenyl)-5-methyl-pyrazol-4-ol